CS(=O)(=O)OCC1CN(CC1)C(=O)OC Methyl 3-(((methylsulfonyl)oxy)methyl)pyrrolidine-1-carboxylate